FC1=CC=C(OC2=CC=C(C=N2)S(=O)(=O)N2C3(CN(CC2CC3)C(=O)OCCOC)C(NO)=O)C=C1 2-methoxyethyl 8-((6-(4-fluorophenoxy)pyridin-3-yl)sulfonyl)-1-(hydroxycarbamoyl)-3,8-diazabicyclo[3.2.1]octane-3-carboxylate